7-(1-methylpyrazol-4-yl)isothiazolo[4,5-c]pyridine CN1N=CC(=C1)C=1C2=C(C=NC1)C=NS2